BrC1=CC=C2C(N(C=NC2=C1)[C@H]1C[C@H](N(CC1)C(=O)OC(C)(C)C)C)=O tert-butyl (2r,4r)-4-(7-bromo-4-oxoquinazolin-3(4H)-yl)-2-methylpiperidine-1-carboxylate